(3,6-dihydro-2H-pyran-4-yl) boronate (boronate) B(O)O.B(OC=1CCOCC1)O